6-amino-7-chloro-1-[(1S)-1-phenylethyl]quinoxalin-2-one NC=1C=C2N=CC(N(C2=CC1Cl)[C@@H](C)C1=CC=CC=C1)=O